neopentyl 3-((5-bromo-2-methoxyphenyl)sulfonamido)-7,8-dihydro-1,6-naphthyridine-6(5H)-carboxylate BrC=1C=CC(=C(C1)S(=O)(=O)NC=1C=NC=2CCN(CC2C1)C(=O)OCC(C)(C)C)OC